[Si](C)(C)(C(C)(C)C)OCCOC1=C(C(=NC=C1)Cl)N1C(N=C(C2=C1N=C(C(=C2)F)Cl)Cl)=O 1-(4-(2-((tert-butyldimethylsilyl)oxy)ethoxy)-2-chloropyridin-3-yl)-4,7-dichloro-6-fluoropyrido[2,3-d]pyrimidin-2(1H)-one